(E)-2-hydroxy-3-methoxy-5-(4-(2-oxopyrrolidin-1-yl)styryl)benzaldehyde OC1=C(C=O)C=C(C=C1OC)\C=C\C1=CC=C(C=C1)N1C(CCC1)=O